2-(2,6-Dioxopiperidin-3-yl)-4-((6-(4-fluorophenoxy)-1-methyl-1H-indazol-5-yl)amino)isoindoline-1,3-dione O=C1NC(CCC1N1C(C2=CC=CC(=C2C1=O)NC=1C=C2C=NN(C2=CC1OC1=CC=C(C=C1)F)C)=O)=O